FC1=CC=C(C=C1)C1=CN=C(O1)CSC1=NC=NC=N1 6-({[5-(4-fluorophenyl)-1,3-oxazol-2-yl]methyl}sulfanyl)-1,3,5-triazine